CC1=CC=C(C(=C1)C(C)(C)C)O 4-(methyl)-6-(tert-butyl)phenol